4-[4-({[(3-cyclopropyloxycyclobutyl)sulfonyl]carbamoyl}amino)-6-methyl-2,3-dihydro-1H-inden-5-yl]-1H-pyrrolo[2,3-b]pyridine-1-carboxylic acid tert-butyl ester C(C)(C)(C)OC(=O)N1C=CC=2C1=NC=CC2C=2C(=C1CCCC1=CC2C)NC(NS(=O)(=O)C2CC(C2)OC2CC2)=O